(3S)-3-{4-[(2S)-2-methylbutoxy]Phenyl}hex-4-ynoic acid methyl ester COC(C[C@H](C#CC)C1=CC=C(C=C1)OC[C@H](CC)C)=O